ClC=1C=C(NC2=NC=CC=C2C(=O)OCC)C=C(C1OCC[C@@H]([C@H](CCOC1=C(C=C(C=C1Cl)CCC(=O)OC)Cl)O)O)Cl ethyl 2-[3,5-dichloro-4-[(3S,4S)-6-[2,6-dichloro-4-(3-methoxy-3-oxo-propyl) phenoxy]-3,4-dihydroxyhexoxy]anilino]pyridine-3-carboxylate